C(C)(C)NC1=NC(=NC(=N1)NC)SC N2-isopropyl-N4-methyl-6-methylthio-1,3,5-triazine-2,4-diamine